C(#N)C1=CC(=C(C=C1)C1=C(C(=C(C=N1)C1=NN=C(S1)N1CCN(CC1)C(=O)OC(C)(C)C)NC1CCOCC1)[N+](=O)[O-])F tert-butyl 4-(5-(6-(4-cyano-2-fluorophenyl)-5-nitro-4-((tetrahydro-2H-pyran-4-yl)amino)pyridin-3-yl)-1,3,4-thiadiazol-2-yl)piperazine-1-carboxylate